7-methyl-1H-pyrazolo[3,4-c]pyridine-1-carboxylate CC=1N=CC=C2C1N(N=C2)C(=O)[O-]